3-(2-chloro-3-(6-(1-methylcyclopropoxy)-9-((5-methylthiazol-2-yl)methyl)-9H-purin-8-yl)phenoxy)-N,N-dimethylpropan-1-amine ClC1=C(OCCCN(C)C)C=CC=C1C=1N(C2=NC=NC(=C2N1)OC1(CC1)C)CC=1SC(=CN1)C